[Sn].[Mn] manganese-tin